CC1C(CCCC1)(N)N Methyl-diamino-cyclohexan